1-(6-Chloropyridin-3-yl)-4,4-dimethyl-2-(1H-1,2,4-triazol-1-yl)pentan-3-one ClC1=CC=C(C=N1)CC(C(C(C)(C)C)=O)N1N=CN=C1